NC1=C(C=C(C=N1)NC(C(=O)N1[C@H](CN(CC1)C(=O)C1(CC1)C(F)(F)F)C1=CC(=C(C=C1)F)Cl)=O)CC |o1:12| rel-N-(6-amino-5-ethyl-3-pyridyl)-2-[(2S)-2-(3-chloro-4-fluoro-phenyl)-4-[1-(trifluoromethyl)cyclopropanecarbonyl]piperazin-1-yl]-2-oxo-acetamide